N-(1'-(2-(1,1-difluoroethyl)-6-(1-methyl-1H-pyrazol-3-yl)pyrimidin-4-yl)-1',2'-dihydrospiro[cyclopropane-1,3'-pyrrolo[3,2-c]pyridin]-6'-yl)acetamide FC(C)(F)C1=NC(=CC(=N1)N1CC2(C=3C=NC(=CC31)NC(C)=O)CC2)C2=NN(C=C2)C